COC1C=C(C23C=CC(=C(C(C12)(C)C)C3)C)C methoxy-3,6,8,8-tetramethyl-1H-3a,7-methanoazulene